CC(C1=CC=CC=C1)C1=C(C=C(O)C=C1)O 4-(alpha-methyl-benzyl)resorcinol